C1CCC2=NC3=C(C(=C21)NC(=O)N=[S@@](=O)(N)C=2C=NC(=CC2)C(C)(C)O)CCC3 (S)-N'-((1,2,3,5,6,7-hexahydrodicyclopenta[b,e]pyridin-8-yl)carbamoyl)-6-(2-hydroxypropan-2-yl)pyridine-3-sulfonimidamide